C1(CCCCC1)C=1C=CC(=NC1)CN(C(=O)[C@@H]1N(CC1)C(=O)OC(C)(C)C)C1=CC(=CC=C1)C(F)F tert-butyl (R)-2-(((5-cyclohexylpyridin-2-yl)methyl)(3-(difluoromethyl)phenyl)carbamoyl)azetidine-1-carboxylate